C1(CCC1)N1N=C(C2=C1C=NN(C2=O)CC(=O)N[C@@H](C)C2=CC=C(C=C2)C(F)(F)F)C (S)-2-(1-Cyclobutyl-3-methyl-4-oxo-1,4-dihydro-5H-pyrazolo[3,4-d]pyridazin-5-yl)-N-(1-(4-(trifluoromethyl)phenyl)ethyl)acetamid